ClC=1C=C(C=CC1F)NC(N(CC1=CN=CS1)[C@@H](C)C1=CNC(C2=CC=CC=C12)=O)=O (S)-3-(3-chloro-4-fluorophenyl)-1-(1-(1-oxo-1,2-dihydroisoquinolin-4-yl)ethyl)-1-(thiazol-5-ylmethyl)urea